(R)-(6-(4-(2-((2-oxaspiro[3.3]heptan-6-yl)oxy)phenyl)piperidin-1-yl)-2-azaspiro[3.4]octan-2-yl)(1-fluorocyclopropyl)methanone C1OCC12CC(C2)OC2=C(C=CC=C2)C2CCN(CC2)[C@H]2CC1(CN(C1)C(=O)C1(CC1)F)CC2